O1C(CC2=C1C=CC=C2)\C(\CNC(OC(C)(C)C)=O)=C\F rac.-(E)-tert-butyl 2-(2,3-dihydrobenzofuran-2-yl)-3-fluoroallylcarbamate